4-[[(2S,3R,4R,5R)-3-(3,4-difluoro-2-methoxy-phenyl)-4,5-dimethyl-5-(trifluoromethyl)tetrahydrofuran-2-carbonyl]amino]-3-methyl-pyridine-2-carboxamide FC=1C(=C(C=CC1F)[C@@H]1[C@H](O[C@]([C@@H]1C)(C(F)(F)F)C)C(=O)NC1=C(C(=NC=C1)C(=O)N)C)OC